COC(C(=O)OCC)C(C(=O)OCC)=O 1,4-diethyl 2-methoxy-3-oxosuccinate